NC1=C(C=C(C=2C=CSC21)Br)C(=O)C=2C1=CN(N=C1C(=CC2)F)C2OCCCC2 (7-amino-4-bromo-1-benzothiophen-6-yl)-[7-fluoro-2-(oxan-2-yl)indazol-4-yl]methanone